didecyl-octanamide C(CCCCCCCCC)C(C(=O)N)(CCCCCC)CCCCCCCCCC